N-(4-((2-((5-(tert-butyl)-1-((1r,3r)-3-hydroxycyclobutyl)-1H-pyrazol-3-yl)amino)-1,7-dimethyl-1H-imidazo[4,5-d]pyridin-6-yl)oxy)pyridin-2-yl)acetamide C(C)(C)(C)C1=CC(=NN1C1CC(C1)O)NC1=NC=2C(=C(C(=NC2)OC2=CC(=NC=C2)NC(C)=O)C)N1C